benzyl (5R,6S,7R)-6-(1-methyl-1H-indol-3-yl)-7-nitro-5-phenylspiro[2.4]heptane-5-carboxylate CN1C=C(C2=CC=CC=C12)[C@H]1[C@@](CC2(CC2)[C@@H]1[N+](=O)[O-])(C(=O)OCC1=CC=CC=C1)C1=CC=CC=C1